CS(=O)(=O)C1=CC(=C(C=C1)NCC#CC=1N(C2=CC=CC(=C2C1)N[C@H]1[C@H](CCCC1)N)CC(F)(F)F)OC (1R,2S)-N1-(2-{3-[(4-methanesulfonyl-2-methoxyphenyl)amino]prop-1-yn-1-yl}-1-(2,2,2-trifluoroethyl)-1H-indol-4-yl)cyclohexane-1,2-diamine